C(C)(=O)OC=1C=C2C(=NC=NC2=CC1OC)NC1=CC(=C(C=C1)OCC1=CC=C(C=C1)F)Cl 4-((3-chloro-4-((4-fluorobenzyl) oxy) phenyl) amino)-7-methoxyquinazolin-6-yl acetate